C(C)(C)C1(CC1)C(=O)Cl isopropyl-cyclopropanecarbonyl chloride